ethyl 2-(4-(ethylsulfonyl)-2-fluorophenyl)-6-(hydroxymethyl)-6-methyl-6,7-dihydro-5H-pyrazolo[5,1-b][1,3]oxazine-3-carboxylate C(C)S(=O)(=O)C1=CC(=C(C=C1)C1=NN2C(OCC(C2)(C)CO)=C1C(=O)OCC)F